4-(cyclopentyl-methoxy)-2-fluoro-5-isopropylbenzoic acid C1(CCCC1)COC1=CC(=C(C(=O)O)C=C1C(C)C)F